ClC=1C(=C(C(=CC1N1CC(CC1)(CN(C)C)C1CC1)F)S(=O)(=O)N(C1=NC(=CC=C1)F)CC1=C(C=C(C=C1)OC)OC)F 3-chloro-4-(3-cyclopropyl-3-((dimethylamino)methyl)pyrrolidin-1-yl)-N-(2,4-dimethoxybenzyl)-2,6-difluoro-N-(6-fluoropyridin-2-yl)benzenesulfonamide